(S)-2-methyl-butyric acid C[C@H](C(=O)O)CC